BrC=1C=C(C=CC1)C[C@H](C(=O)O)C1CNCC1(F)F (2S)-3-(3-Bromophenyl)-2-(4,4-difluoropyrrolidin-3-yl)propanoic acid